S(=O)(=O)(ON1[C@@H]2CC[C@@H](N(C1=O)C2)F)O (2S,5R)-2-fluoro-7-oxo-1,6-diazabicyclo[3.2.1]octan-6-yl hydrogen sulphate